CO[Si](OC)(OC)CCCC(CN)NCCN 3-[(trimethoxysilyl)propyl]diethylenetriamine